CC=1N(C=C[N+]1CO)CO 2-methyl-1,3-dihydroxymethylimidazolium